Racemic-6-(3-(3-((1-(benzo[d]thiazol-7-yl)ethyl)amino)propanoyl)-3,8-diazabicyclo[3.2.1]octan-8-yl)nicotinonitrile S1C=NC2=C1C(=CC=C2)C(C)NCCC(=O)N2CC1CCC(C2)N1C1=NC=C(C#N)C=C1